ClC1=C(C=CC(=C1)I)F 2-chloro-1-fluoro-4-iodobenzene